2'-chloro-N-(5-cyano-4-(2-(dimethylamino)ethoxy)pyrimidin-2-yl)-4'-(5-methyl-1,2,4-oxadiazol-3-yl)-[1,1'-biphenyl]-4-carboxamide ClC1=C(C=CC(=C1)C1=NOC(=N1)C)C1=CC=C(C=C1)C(=O)NC1=NC=C(C(=N1)OCCN(C)C)C#N